3-(5-(6-Amino-4-(4-benzylpiperazin-1-yl)pyridin-2-yl)-1-oxoisoindolin-2-yl)piperidine-2,6-dione NC1=CC(=CC(=N1)C=1C=C2CN(C(C2=CC1)=O)C1C(NC(CC1)=O)=O)N1CCN(CC1)CC1=CC=CC=C1